N\C(=C/C(=O)OC(C)C)\C isopropyl (Z)-3-aminobut-2-enoate